COC1=C(C=CC=C1C(F)(F)F)[C@@H](C)N |r| (±)-1-(2-methoxy-3-(trifluoromethyl)phenyl)ethan-1-amine